((2S,3R,6R)-2,6-Dimethyl-3-(((5-(trifluoromethyl)pyridin-2-yl)amino)methyl)morpholino)(5-fluoro-3-(pyrimidin-2-yl)pyridin-2-yl)methanone C[C@@H]1O[C@@H](CN([C@@H]1CNC1=NC=C(C=C1)C(F)(F)F)C(=O)C1=NC=C(C=C1C1=NC=CC=N1)F)C